C=C1CC2C=CC(C2C1)O 5-methylene-1,3a,4,5,6,6a-hexahydropentalen-1-ol